tert-butyl 6-((6-cyano-8-(cyclohexylmethyl)-7-oxo-7,8-dihydropyrido[2,3-d]pyrimidin-2-yl) amino)-3,4-dihydroisoquinoline-2(1H)-carboxylate C(#N)C1=CC2=C(N=C(N=C2)NC=2C=C3CCN(CC3=CC2)C(=O)OC(C)(C)C)N(C1=O)CC1CCCCC1